FC=1C=CC(=C(C1)C1CCN(CC1)C=O)C(F)(F)F (4-(5-fluoro-2-(trifluoromethyl)phenyl)piperidin-1-yl)methanone